NCC1=CC=C(C=C1)P(C(C)C)(C(C)C)=O (4-(aminomethyl)phenyl)diisopropylphosphine oxide